ethyl indole-3-carboxylate N1C=C(C2=CC=CC=C12)C(=O)OCC